N-((S)-1-(2-((S)-2-Cyanopyrrolidin-1-yl)-2-oxoethyl)pyrrolidin-3-yl)-7-fluorobenzofuran-3-carboxamid C(#N)[C@H]1N(CCC1)C(CN1C[C@H](CC1)NC(=O)C1=COC2=C1C=CC=C2F)=O